(oxo(pyridin-4-yl)(trifluoromethyl)-λ6-sulfaneylidene)-4-(5-(trifluoromethyl)-1,2,4-oxadiazol-3-yl)benzamide O=S(C(F)(F)F)(C1=CC=NC=C1)=NC(C1=CC=C(C=C1)C1=NOC(=N1)C(F)(F)F)=O